tetrahydrofurfuryl alcohol C(C1CCCO1)O